amino-9H-purin NC1=NC=C2N=CNC2=N1